dicyclopentadienyl-bis(2-methyl-4-phenyl-indenyl)zirconium dichloride [Cl-].[Cl-].C1(C=CC=C1)[Zr](C1C(=CC2=C(C=CC=C12)C1=CC=CC=C1)C)(C1C(=CC2=C(C=CC=C12)C1=CC=CC=C1)C)C1C=CC=C1